(2-morpholinoethyl)-L-serinoic acid O1CCN(CC1)CCN[C@@H](CO)C(=O)O